C(C1=CC=CC=C1)OCCNS(=O)(=O)C1=CC(=C(C(=O)OC)C=C1)F methyl 4-(N-(2-(benzyloxy) ethyl) sulfamoyl)-2-fluorobenzoate